O=C1NC(CCC1C1=NN(C2=CC=CC=C12)C(C(=O)O)C)=O (3-(2,6-Dioxopiperidin-3-yl)-1H-indazol-1-yl)propionic acid